C(C)(C)(C)OC(=O)N1CC=2CN(CC2C1)S(=O)(=O)C1=NC=CC=C1.ClC1=C(C=CC=C1)CC(=O)NC1=CC(=C(C=C1)COC1=CC(=CC=C1)C#N)S(N)(=O)=O 2-(2-chlorophenyl)-N-(4-((3-cyanophenoxy)methyl)-3-sulfamylphenyl)acetamide tert-Butyl-5-(pyridine-2-sulfonyl)-1H,2H,3H,4H,5H,6H-pyrrolo[3,4-c]pyrrole-2-carboxylate